F[C@]12[C@H]3CC[C@@]4([C@H](CC[C@H]4[C@@H]3CC[C@@H]2C[C@](CC1)(C)O)C(CNC=1SC=CN1)=O)C 1-((3R,5R,8S,9S,10R,13S,14S,17S)-10-Fluoro-3-hydroxy-3,13-dimethylhexadecahydro-1H-cyclopenta[a]phenanthren-17-yl)-2-(thiazol-2-ylamino)ethan-1-one